2,4,4'-trimethyldiphenylamine CC1=CC=C(C=C1)NC2=C(C=C(C=C2)C)C